Ethyl 5-chloro-3-(1-((1-(2-((4-isopropylphenyl)sulfonamido)ethyl)piperidin-4-yl)methyl)-1H-1,2,3-triazol-4-yl)-1H-indole-2-carboxylate ClC=1C=C2C(=C(NC2=CC1)C(=O)OCC)C=1N=NN(C1)CC1CCN(CC1)CCNS(=O)(=O)C1=CC=C(C=C1)C(C)C